NC1=C(C=C(C=C1)C1=C(C=C(C=C1)C1=NNC(OC1)=O)C(F)(F)F)F 5-[4'-amino-3'-fluoro-2-(trifluoromethyl)biphenyl-4-yl]-3,6-dihydro-2H-1,3,4-oxadiazin-2-one